3-chloro-1,2-dibromobenzene ClC=1C(=C(C=CC1)Br)Br